Trans-rac-(2r,3s)-2-methyl-3-(((methylsulfonyl)oxy)methyl)azetidine-1-carboxylic acid tert-butyl ester C(C)(C)(C)OC(=O)N1[C@@H]([C@H](C1)COS(=O)(=O)C)C |r|